C1(=CC=CC=C1)C1C(CCCCCC1)(C1=CC=CC=C1)C1=CC=CC=C1 triphenylcyclooctane